C(C1=CC=CC=C1)(=O)N(C(C1=CC=CC=C1)=O)C1=C2N=CN(C2=NC=N1)[C@@H]1O[C@@H]([C@H]([C@H]1O)OC)CO N-benzoyl-N-(9-((2R,3R,4S,5R)-3-hydroxy-5-(hydroxymethyl)-4-methoxytetrahydrofuran-2-yl)-9H-purin-6-yl)benzamide